NC1=C(C(=NC(=N1)C1=CC(=CC=C1)Cl)OCCO)OC1=C(C=CC=C1)OC 2-((6-amino-2-(3-chlorophenyl)-5-(2-methoxyphenoxy)pyrimidin-4-yl)oxy)ethan-1-ol